[Fm]1SCCCC1 Fermathian